2-[2-(aminomethyl)-3,3-difluoro-allyl]-4-[[4-(4-piperazin-1-ylphenyl)phenyl]methyl]-1,2,4-triazol-3-one NCC(CN1N=CN(C1=O)CC1=CC=C(C=C1)C1=CC=C(C=C1)N1CCNCC1)=C(F)F